1-((1R,5R)-6-(7-(5-chloroisoquinolin-4-yl)-8-fluoro-2-(((S)-1-methylpyrrolidin-2-yl)methoxy)quinazolin-4-yl)-2,6-diazabicyclo[3.2.0]hept-2-yl)prop-2-en-1-one ClC1=C2C(=CN=CC2=CC=C1)C1=CC=C2C(=NC(=NC2=C1F)OC[C@H]1N(CCC1)C)N1[C@@H]2CCN([C@@H]2C1)C(C=C)=O